(7-(2-(4-(6-fluorobenzothiophen-4-yl)piperazin-1-yl)ethyl)-2-oxo-3,4-dihydroquinoline-1(2H)-yl)-2-phenylacetic acid methyl ester COC(C(C1=CC=CC=C1)N1C(CCC2=CC=C(C=C12)CCN1CCN(CC1)C1=CC(=CC2=C1C=CS2)F)=O)=O